4-(3-cyclobutylmorpholino)-2-(1-(2-hydroxy-2-methylpropyl)-1H-pyrazol-4-yl)quinazolin-6-yl-1,3-dimethylpyridin-2(1H)-one C1(CCC1)C1COCCN1C1=NC(=NC2=CC=C(C=C12)C1=C(C(N(C=C1)C)=O)C)C=1C=NN(C1)CC(C)(C)O